C(C)[C@]1(C(OCC=2C(N3CC=4C(=NC=5C=C(C(=C6C5C4C(CC6)NC(C)=O)C)F)C3=CC21)=O)=O)O N-[(9S)-9-ethyl-5-fluoro-9-hydroxy-4-methyl-10,13-dioxo-2,3,9,10,13,15-hexahydro-1h,12h-benzo[de]pyrano[3',4':6,7]indolizino[1,2-b]quinolin-1-yl]acetamide